C(C(C=C)=O)=O butene-1,2-dione